FC(C(=O)O)(F)F.NC=1N=CC(=NC1C1=CN=C(S1)C1CC1)C=1C=C(C=CC1C([2H])([2H])[2H])S(=O)(=O)NC12COC(C1)(C2)CO 3-(5-Amino-6-(2-cyclopropylthiazol-5-yl)pyrazin-2-yl)-N-(1-(hydroxymethyl)-2-oxabicyclo[2.1.1]hexan-4-yl)-4-(methyl-d3)benzenesulfonamide Trifluoroacetate Salt